OC(C(=O)N1CC2=CC(=CC=C2CC1)OC1=CC=C(C=C1)C(F)(F)F)CO 2,3-dihydroxy-1-(7-(4-(trifluoromethyl)phenoxy)-3,4-dihydroisoquinolin-2(1H)-yl)propan-1-one